ClC1=CC(=C(C=C1)CC=1N(C2=CC=C(C=C2C1)C(=O)N[C@@H](CO)C1=CC=C(C=C1)S(=O)(=O)CC)C(C)([2H])[2H])C(F)(F)F 2-[[4-chloro-2-(trifluoromethyl)phenyl]methyl]-1-(1,1-dideuteroethyl)-N-[(1R)-1-(4-ethanesulfonylphenyl)-2-hydroxyethyl]indole-5-carboxamide